C(C)OC(=O)C1=C(N=NN1)C1=CC=C(C=C1)C1=CC=C(C=C1)Cl 4-(4'-chloro-[1,1'-biphenyl]-4-yl)-1H-1,2,3-triazole-5-carboxylic acid ethyl ester